ethyl 5-(3-fluorophenyl)-5-methyl-2-oxocyclohexane-1-carboxylate FC=1C=C(C=CC1)C1(CCC(C(C1)C(=O)OCC)=O)C